C(C)(C)(C)OC(=O)NC(CC(=O)OCC)C(F)(F)F ethyl 3-((tert-butoxycarbonyl) amino)-4,4,4-trifluorobutyrate